5,14-dihydro-5,7,12,14-tetraazapentacene C1=CC=CC=2NC3=CC4=NC5=CC=CC=C5N=C4C=C3NC12